BrCC(=O)C1=NC=C(C=C1S(=O)(=O)CC)Br 2-bromo-1-[5-bromo-3-(ethanesulfonyl)pyridin-2-yl]ethanone